4-(2-(7-Isobutyl-3,4-dihydroquinolin-1(2H)-yl)ethyl)aniline Ethyl-(6R)-2-(2-bromoethyl)-5-(3,4-dichlorobenzoyl)-6-methyl-4,5,6,7-tetrahydro-2H-pyrazolo-[4,3-c]pyridine-3-carboxylate C(C)OC(=O)C=1N(N=C2C1CN([C@@H](C2)C)C(C2=CC(=C(C=C2)Cl)Cl)=O)CCBr.C(C(C)C)C2=CC=C1CCCN(C1=C2)CCC2=CC=C(N)C=C2